2,2,2-Trifluoroethyl (S)-2-amino-3-(4-(pyridin-4-yloxy)phenyl)propanoate dihydrochloride Cl.Cl.N[C@H](C(=O)OCC(F)(F)F)CC1=CC=C(C=C1)OC1=CC=NC=C1